FC(C(=O)O)(F)F.C(#N)C1=CC(=C(COC2=NC=CC=C2C2CCN(CC2)CC2=NC3=C(N2C[C@H]2OCCC2)C=C(C=C3)C(=O)O)C=C1)F 2-[(4-{2-[(4-cyano-2-fluorobenzyl)oxy]pyridin-3-yl}piperidin-1-yl)methyl]-1-[(2S)-tetrahydrofuran-2-ylmethyl]-1H-benzimidazole-6-carboxylic acid, trifluoroacetate salt